γ-(β-aminoethyl)aminopropyldimethoxymethylsilane ethyl-(4R,6R)-4-fluoro-6-phenyl-5,6-dihydro-4H-pyrrolo[1,2-b]pyrazole-2-carboxylate C(C)OC(=O)C=1C=C2N(N1)[C@H](C[C@H]2F)C2=CC=CC=C2.NCCNCCC[SiH2]C(OC)OC